ClC1=CC(=C(COC2=CC=CC(=N2)C2CCN(CC2)CC2=NC3=C(N2CC2=CN=CO2)C=CC=C3)C=C1)F 2-[(4-{6-[(4-Chloro-2-fluorobenzyl)oxy]pyridin-2-yl}piperidin-1-yl)methyl]-1-(1,3-oxazol-5-ylmethyl)-1H-benzimidazol